ClC=1C=C(NC2(CCC3(C(CC4=CC=CC=C34)CCCOC3=C4C(=CNC4=CC=C3)C)CC2)C(=O)O)C=CC1 4-(3-Chloroanilino)-2'-{3-[(3-methyl-1H-indol-4-yl)oxy]propyl}-2',3'-dihydrospiro[cyclohexane-1,1'-indene]-4-carboxylic acid